C(CCCCCCCCCCCCCCCCC)OC(CCSCCC(=O)OCCCCCCCCCCCCCCCCCC)=O distearyl-3,3'-thiodipropionate